[3,1]Benzoxazin-4-one N1=COC(C2=C1C=CC=C2)=O